Cl.COC=1C2=C(C=C(CC(N)C)C1)OCO2 5-Methoxy-3,4-methylenedioxyamphetamine hydrochloride